(S)-1-(4-((1-(5-(3,5-difluorophenyl)-4,5-dihydro-1H-pyrazole-1-carbonyl)azetidin-3-yl)oxy)-5-fluoropyridin-2-yl)-2-methyl-1H-imidazole-5-carbonitrile FC=1C=C(C=C(C1)F)[C@@H]1CC=NN1C(=O)N1CC(C1)OC1=CC(=NC=C1F)N1C(=NC=C1C#N)C